C1(CCCCC1)[C@@H](C(=O)N1[C@@H](C[C@H](C1)O)C(=O)NC)N1N=NC(=C1)C1CC1 (2S,4r)-1-((S)-2-cyclohexyl-2-(4-cyclopropyl-1H-1,2,3-triazol-1-yl)acetyl)-4-hydroxy-N-methylpyrrolidine-2-carboxamide